2-Chloro-N-[3-({[4-(isoquinolin-8-ylamino)-6-(methylamino)-1,3,5-triazacyclohexan-2-yl]amino}methyl)phenyl]acetamide ClCC(=O)NC1=CC(=CC=C1)CNC1NC(NC(N1)NC=1C=CC=C2C=CN=CC12)NC